[N+](=O)([O-])NC1=NN(C(=N1)N[N+](=O)[O-])NN 3,5-dinitroamino-1,2,4-triazolyl-hydrazine